ClC1=C(C=CC=C1Cl)C1=C(N=C(C=2N1N=CC2)N2CCC1([C@@H]([C@@H](OC1)C)N)CC2)C (3S,4S)-8-[7-(2,3-dichlorophenyl)-6-methylpyrazolo[1,5-a]pyrazin-4-yl]-3-methyl-2-oxa-8-azaspiro[4.5]decan-4-amine